C(C)N(CC)CC.N[C@@H](C(C)(C)C)C(=O)O L-Tertiary leucine triethylamine salt